CN1C(=NN=C1)SC(C)C1=CC(=NC=C1)C=1C(=NC=CC1)C(=O)N (4-(1-((4-methyl-4H-1,2,4-triazol-3-yl)thio)ethyl)pyridin-2-yl)picolinamide